C(C)OC(NC1=C(C=C(C(=C1)F)NC1=NC=C(C=N1)Cl)[N+](=O)[O-])=O (4-(5-Chloropyrimidin-2-ylamino)-5-fluoro-2-nitrophenyl)carbamic acid ethyl ester